C1=CC(=CC=C1NC(=O)CCl)I 2-chloro-N-(4-iodophenyl)acetamide